(E)-4,4,5,5-tetramethyl-2-(prop-1-en-1-yl)-1,3,2-dioxaborolane CC1(OB(OC1(C)C)\C=C\C)C